C(C1=CC=CC=C1)C1C[C@@H]2[C@@H](CN(C2)C(C)(O)C2=CC(=CC=C2)C(F)(F)F)C1 ((3aR,6aS)-5-benzylhexahydrocyclopenta[c]pyrrol-2(1H)-yl)-1-(3-(trifluoromethyl)phenyl)ethanol